FC1=C(C(=C(C=C1OC)OC)F)C1=CC2=C(N=C(N=C2)SC)C(=N1)N1CC(C1)(C)OC 6-(2,6-difluoro-3,5-dimethoxyphenyl)-8-(3-methoxy-3-methylazetidin-1-yl)-2-(methylthio)pyrido[3,4-d]pyrimidine